1,3-bis(2-chloroethyl)-1-nitroso-urea ClCCN(C(=O)NCCCl)N=O